C1(C#CCCCCC1)OCC(=O)N 2-(cyclooct-2-yn-1-yloxy)acetoamide